NC1=NC=CC(=C1CN1CC(CC1)(F)F)OC1=C(C=C(C=C1)NC(=O)C=1C=NN(C1C(F)(F)F)C1=NC=CC=C1F)F N-(4-((2-Amino-3-((3,3-difluoropyrrolidin-1-yl)methyl)pyridin-4-yl)oxy)-3-fluorophenyl)-1-(3-fluoropyridin-2-yl)-5-(trifluoromethyl)-1H-pyrazole-4-carboxamide